NC1=CC=CC(=N1)S(=O)(=O)NC(=O)C=1C(=NC(=CC1)C1=CC=C(C=C1)F)OC1=C(C=C(C=C1C)C)C N-[(6-Amino-2-pyridyl)sulfonyl]-6-(4-fluorophenyl)-2-(2,4,6-trimethylphenoxy)pyridin-3-carboxamid